[1,3]oxazepine-4-carboxamide O1C=NC(=CC=C1)C(=O)N